(2s,5r)-7-oxo-2-(difluoromethyl)-1,6-diazabicyclo[3.2.1]oct-6-yl bisulfate S(ON1[C@@H]2CC[C@H](N(C1=O)C2)C(F)F)(O)(=O)=O